(2S)-4-methoxy-N-(2-methoxy-5-(4-(trifluoromethyl)phenoxy)phenyl)-1-methyl-5-oxopyrrolidine-2-carboxamide COC1C[C@H](N(C1=O)C)C(=O)NC1=C(C=CC(=C1)OC1=CC=C(C=C1)C(F)(F)F)OC